[Na].C(=O)(OCC1=CC=CC=C1)N1CCC1 N-Cbzazetidine sodium